Boc-2,4-dibromo-L-phenylalanine tert-butyl ester C(C)(C)(C)OC([C@@H](NC(=O)OC(C)(C)C)CC1=C(C=C(C=C1)Br)Br)=O